C(C1=CC=CC=C1)OCC(=O)N1C(=NC(=C1)C1=CC=C(C=C1)C)C1N(CCCC1)C(C(CC)C)=O 1-(2-(1-(2-(benzyloxy)acetyl)-4-(p-tolyl)-1H-imidazol-2-yl)piperidin-1-yl)-2-methylbutan-1-one